{1-[2-(2,6-dioxopiperidin-3-yl)-1-oxo-2,3-dihydro-1H-isoindol-5-yl]piperidin-4-yl}acetaldehyde O=C1NC(CCC1N1C(C2=CC=C(C=C2C1)N1CCC(CC1)CC=O)=O)=O